CN(C)C(CC)=O (dimethylamino)-1-oxopropan